6-fluoro-5-(2-fluoropyridin-4-yl)-2,3-dihydro-1H-inden-4-amine FC=1C(=C(C=2CCCC2C1)N)C1=CC(=NC=C1)F